3-Amino-4-(7-fluoro-1H-indazol-4-yl)-8-methyl-7-(2-methyl-1,3-dithiolan-2-yl)-1,5-naphthyridin-2(1H)-one NC=1C(NC2=C(C(=CN=C2C1C1=C2C=NNC2=C(C=C1)F)C1(SCCS1)C)C)=O